FC=1C(=NN(C1)C=1C=CC(=C(O\C(\C(=O)OC)=C/OC)C1)C)C(C)C methyl (Z)-2-[5-(4-fluoro-3-isopropyl-pyrazol-1-yl)-2-methyl-phenoxy]-3-methoxy-prop-2-enoate